[C@H]1([C@H](O)[C@@H](O)[C@H](O)[C@H](O1)CO)O[C@@H]([C@@H]([C@H](CO)O)O)[C@H](O)CO 4-O-α-D-glucosyl-D-glucitol